N-[(2S,3R)-4,4-difluoro-2-[(2-fluoro-3'-methyl-[1,1'-biphenyl]-3-yl)methyl]-1-(2-hydroxy-2-methylpropanoyl)pyrrolidin-3-yl]methanesulfonamide FC1([C@@H]([C@@H](N(C1)C(C(C)(C)O)=O)CC=1C(=C(C=CC1)C1=CC(=CC=C1)C)F)NS(=O)(=O)C)F